(3S)-4-(2-chloro-6-((1-(methoxycarbonyl)-1,2,3,4-Tetrahydronaphthalen-1-yl)methyl)-5-nitropyrimidin-4-yl)-3-methylpiperazine-1-carboxylate ClC1=NC(=C(C(=N1)N1[C@H](CN(CC1)C(=O)[O-])C)[N+](=O)[O-])CC1(CCCC2=CC=CC=C12)C(=O)OC